4-[(3S)-3-aminopyrrolidin-1-yl]-N-(3-chloro-5-fluorophenyl)-5-(3,5-dimethylphenyl)pyridine-3-carboxamide N[C@@H]1CN(CC1)C1=C(C=NC=C1C1=CC(=CC(=C1)C)C)C(=O)NC1=CC(=CC(=C1)F)Cl